2,2-dimethyl-7-(8-((4-morpholinophenyl)amino)-[1,2,4]triazolo[1,5-a]pyrazin-6-yl)-2H-pyrido[3,2-b][1,4]oxazin-3(4H)-one CC1(C(NC2=C(O1)C=C(C=N2)C=2N=C(C=1N(C2)N=CN1)NC1=CC=C(C=C1)N1CCOCC1)=O)C